6-amino-4-methyl-2-(tetrahydropyran-4-ylmethyl)-7,8-dihydro-6H-pyrazolo[1,5-a][1,3]diazepin-5-one NC1C(N(C=2N(CC1)N=C(C2)CC2CCOCC2)C)=O